ClC1=CN=C(S1)C(=O)N[C@@H]1C[C@@H](CCC1)N1C(=NC=2C=NC(=CC21)C2=NC=NS2)CC(C)C 5-chloro-N-((1S,3R)-3-(2-isobutyl-6-(1,2,4-thiadiazol-5-yl)-1H-imidazo[4,5-c]pyridin-1-yl)cyclohexyl)thiazole-2-carboxamide